[OH-].C(C)[N+](CCO)(CC)CC Triethyl(2-hydroxyethyl)ammonium hydroxide